N-(6-(4-(Methylsulfonyl)piperazin-1-yl)pyridin-3-yl)-4-(6-(thiophen-2-yl)imidazo[1,2-a]pyridin-3-yl)pyrimidin-2-amine CS(=O)(=O)N1CCN(CC1)C1=CC=C(C=N1)NC1=NC=CC(=N1)C1=CN=C2N1C=C(C=C2)C=2SC=CC2